Cl.ClC=1C=C(CN2C[C@H](CC2)N)C=C(C1OCC1CC1)Cl (S)-1-(3,5-dichloro-4-(cyclopropylmethoxy)benzyl)pyrrolidin-3-amine hydrochloride